P(=O)(O)(O)CC=CCC(=O)O 5-Phosphono-Pent-3-Enoic Acid